O=C1N(C2=CC=C(C=3C2=C1C=CC3)C3CCNCC3)C3C(NC(CC3)=O)=O 3-[2-oxo-6-(4-piperidinyl)benzo[cd]indol-1-yl]piperidine-2,6-dione